5-bromo-1-(difluoromethyl)-1H-imidazole BrC1=CN=CN1C(F)F